COC1=NC=CN=C1C(C)C 2-methoxy-3-(1-methylethyl)-Pyrazine